C[C@@H]1CN(C[C@H]1C1=CC(=NN1)C1=CC=CC=C1)C(=O)OC(C)(C)C trans-tert-butyl 3-methyl-4-(3-phenyl-1H-pyrazol-5-yl)pyrrolidine-1-carboxylate